ClC=1C(=C(C(=O)OCC2(OC[C@@H]([C@H]([C@@H]2O)O)O)O)C(=CC1)Cl)OC ((3S,4R,5S)-2,3,4,5-tetrahydroxytetrahydro-2H-pyran-2-yl)methyl 3,6-dichloro-2-methoxybenzoate